3,6-dihydro-4,6-dimethyl-2-(1-phenylethyl)-2H-pyran CC=1CC(OC(C1)C)C(C)C1=CC=CC=C1